O1CC(C1)C oxetan-3-ylmethane